FC1=C(C=C(C=C1)C=1C(=C2N(N1)CCC2)C=2C=CC=1N(C2)C=CN1)C 6-(2-(4-Fluoro-3-methylphenyl)-5,6-dihydro-4H-pyrrolo[1,2-b]pyrazol-3-yl)imidazo[1,2-a]pyridine